((1r,3r)-3-(8-((2-cyclopropyl-5-ethoxy-4'-fluoro-[1,1'-biphenyl]-4-yl)methyl)-2-oxo-1-oxa-3,8-diazaspiro[4.5]decan-3-yl)cyclobutyl)methanesulfonic acid C1(CC1)C1=C(C=C(C(=C1)CN1CCC2(CN(C(O2)=O)C2CC(C2)CS(=O)(=O)O)CC1)OCC)C1=CC=C(C=C1)F